C1(CC1)C=1N=NN(C1)[C@H](C(=O)N1[C@@H](C[C@H](C1)O)C(=O)NC[C@@H]1[C@H](N(C(C1)=O)C)C=1C=NN(C1C)C)C(C)(C)C (2S,4R)-1-[(2S)-2-(4-cyclopropyltriazol-1-yl)-3,3-dimethyl-butanoyl]-N-[[(2S,3R)-2-(1,5-dimethylpyrazol-4-yl)-1-methyl-5-oxo-pyrrolidin-3-yl]methyl]-4-hydroxy-pyrrolidine-2-carboxamide